C=CC1=CC=CC=C1C=C DiVinylBenzene